NC1(CC1)C1=CC=C(C=C1)C1=CC(=C(C=C1)OCC)S(=O)(=O)N1CCC2(C[C@H](CO2)NCC(COC2=CC(=CC=C2)S(=O)(=O)C2(CC2)CO)O)CC1 1-((R)-8-(4'-(1-aminocyclopropyl)-4-ethoxybiphenyl-3-ylsulfonyl)-1-oxa-8-azaspiro[4.5]decan-3-ylamino)-3-(3-(1-(hydroxymethyl)cyclopropylsulfonyl)phenoxy)propan-2-ol